CC=1C=C(C=CC1C)N1N=C(C=2C=NC=3C=CC(=CC3C21)OC)C2=CC=C(C=C2)N2CCOCC2 4-{4-[1-(3,4-dimethylphenyl)-8-methoxy-1H-pyrazolo[4,3-c]quinolin-3-yl]phenyl}morpholine